CN(C1C=C(CCC1)C1=NC(=NC(=N1)N[C@@H](C(F)(F)F)C)N[C@@H](C(F)(F)F)C)C 6-(3-(Dimethylamino)cyclohex-1-en-1-yl)-N2,N4-bis((R)-1,1,1-trifluoropropan-2-yl)-1,3,5-triazine-2,4-diamine